2-((4-(bis(4-chlorophenyl)methyl)piperazin-1-yl)methyl)-4-(methyl(2-(pyrrolidin-1-yl)ethyl)amino)benzonitrile ClC1=CC=C(C=C1)C(N1CCN(CC1)CC1=C(C#N)C=CC(=C1)N(CCN1CCCC1)C)C1=CC=C(C=C1)Cl